(2R,3R,4R,5R,6S)-2-(acetoxymethyl)-6-cyano-4-(4-(3,4,5-trifluorophenyl)-1H-1,2,3-triazol-1-yl)tetrahydro-2H-pyran-3,5-diyl diacetate C(C)(=O)O[C@H]1[C@H](O[C@H]([C@@H]([C@H]1N1N=NC(=C1)C1=CC(=C(C(=C1)F)F)F)OC(C)=O)C#N)COC(C)=O